2,3-dihydroxypropan-1-yl (9Z)-octadecenoate C(C=CCCCCCCCCCCCCCCC)(=O)OCC(CO)O